2,3-dihydroxypropan-1-yl 10,16-dihydroxyhexadecanoate OC(CCCCCCCCC(=O)OCC(CO)O)CCCCCCO